1,4-chlorobromobutane CCCC(Cl)Br